5-chloro-4-(cyclopropylmethoxy)-2-fluoroaniline ClC=1C(=CC(=C(N)C1)F)OCC1CC1